(S)-2-(4-(4-chlorophenyl)-2,3,9-trimethyl-6H-thieno[3,2-f][1,2,4]triazolo[4,3-a][1,4]diazepin-6-yl)-1-(pyrrolidin-1-yl)ethan-1-one ClC1=CC=C(C=C1)C1=N[C@H](C=2N(C3=C1C(=C(S3)C)C)C(=NN2)C)CC(=O)N2CCCC2